NC1=NC=CC(=C1)C=1OC=C(N1)C(=O)NC=1C(=CC2=C(CC(O2)(C)C)C1)N1CCC(CC1)CO 2-(2-aminopyridin-4-yl)-N-(6-(4-(hydroxymethyl)piperidin-1-yl)-2,2-dimethyl-2,3-dihydrobenzofuran-5-yl)oxazole-4-carboxamide